(R)-1-acetyl-4-methylcyclohex-3-en-1-yl tri-methylacetate CC(C(=O)O[C@]1(CC=C(CC1)C)C(C)=O)(C)C